2-phenyl-1-propylamine C1(=CC=CC=C1)C(CN)C